4-methyl-3-(2-morpholino-4-pyridyl)aniline CC1=C(C=C(N)C=C1)C1=CC(=NC=C1)N1CCOCC1